O1C=NC(=C1)CC=1C=C(CNCCCCOCCNC=2C=3C=NNC3C=C(C2)N2C=NN=C2)C=C(C1)OC(F)(F)F N-(2-(4-((3-(oxazol-4-ylmethyl)-5-(trifluoromethoxy)benzyl)amino)butoxy)ethyl)-6-(4H-1,2,4-triazol-4-yl)-1H-indazol-4-amine